FC1=CC=CC(=N1)C=1C=NC(=NC1)NC1=CC(=CC=C1)C=1NC2=C(C=NC(=C2)C(F)(F)F)N1 5-(6-fluoropyridin-2-yl)-N-(3-(6-(trifluoromethyl)-1H-imidazo[4,5-c]pyridin-2-yl)phenyl)pyrimidin-2-amine